2-phenyl-6-hydroxy-2H-pyran-3(6H)-one C1(=CC=CC=C1)C1OC(C=CC1=O)O